Cl.NCC(=O)O Glycine-HCL